dipropyl-aminopropylamine C(CC)N(CCCN)CCC